4-(9-benzyl-6-(1-methylcyclopropoxy)-9H-purin-8-yl)-3-chlorobenzoic acid C(C1=CC=CC=C1)N1C2=NC=NC(=C2N=C1C1=C(C=C(C(=O)O)C=C1)Cl)OC1(CC1)C